CC(C)(CCCC(C=C)C)O 2,6-dimethylocta-7-en-2-ol